7-chloro-6-(2,6-difluorophenyl)-1-pyridazin-3-yl-8-(trifluoromethyl)-4H-[1,2,4]Triazolo[4,3-a][1,4]Benzodiazepine ClC1=C(C=CC2=C1C(=NCC=1N2C(=NN1)C=1N=NC=CC1)C1=C(C=CC=C1F)F)C(F)(F)F